fluoromethylthio-benzenesulfonate FCSC1=C(C=CC=C1)S(=O)(=O)[O-]